(Z)-3-hexen-1-yl formate C(=O)OCC\C=C/CC